nonane-1,8-diamine C(CCCCCCC(C)N)N